2-(3-(4-amino-3-(2-fluoro-6-phenoxypyridin-3-yl)-1H-pyrazolo[3,4-d]pyrimidin-1-yl)piperidine-1-carbonyl)-3-cyclopropylacrylonitrile NC1=C2C(=NC=N1)N(N=C2C=2C(=NC(=CC2)OC2=CC=CC=C2)F)C2CN(CCC2)C(=O)C(C#N)=CC2CC2